C1=CC=C2C=CC3=CC=CC3=C12 as-indacene